CC1=NNC(=C1C1=CC=C(NC([C@H]([C@@H]2CCCC3=CC=C(C=C23)C2=CC(=NC=C2)N2[C@@H]3CO[C@H](C2)C3)NC(=O)C3(CC3)F)=O)C=C1)C N-[(1S)-2-[4-(3,5-dimethyl-1H-pyrazol-4-yl)anilino]-1-[(1R)-7-[2-[(1S,4S)-2-oxa-5-azabicyclo[2.2.1]heptan-5-yl]-4-pyridyl]tetralin-1-yl]-2-oxo-ethyl]-1-fluoro-cyclopropanecarboxamide